C(C1=CC=CC=C1)N1N=C2C(N(CCC2=C1Cl)[C@@H]1C(N(C2=C(OC1)C=C(C(=C2)OC)OC)C)=O)=O (S)-3-(2-benzyl-3-chloro-7-oxo-2,4,5,7-tetrahydro-6H-pyrazolo[3,4-c]pyridin-6-yl)-7,8-dimethoxy-5-methyl-2,3-dihydrobenzo[b][1,4]oxazepin-4(5H)-one